N[C@H](C=1N=C2N(N=CC(=C2)CC2C(NCC2C(F)(F)F)=O)C1)C1CCC(CC1)(F)F 3-((2-((S)-amino(4,4-difluorocyclohexyl)methyl)imidazo[1,2-b]pyridazin-7-yl)methyl)-4-(trifluoromethyl)pyrrolidin-2-one